ClC=1C=C(C(=NC1)F)C1=CC(=NC2=C(N=CC=C12)C1=CC=NN1)N1[C@@H](COCC1)C 4-(5-chloro-2-fluoropyridin-3-yl)-2-[(3R)-3-methylmorpholin-4-yl]-8-(1H-pyrazol-5-yl)-1,7-naphthyridine